N-(3-(((2-((4-(4-((4-(2,6-dioxopiperidin-3-yl)benzyl)(methyl)amino)piperidin-1-yl)phenyl)amino)-5-(trifluoromethyl)pyrimidin-4-yl)amino)methyl)phenyl)-N-methylmethanesulfonamide O=C1NC(CCC1C1=CC=C(CN(C2CCN(CC2)C2=CC=C(C=C2)NC2=NC=C(C(=N2)NCC=2C=C(C=CC2)N(S(=O)(=O)C)C)C(F)(F)F)C)C=C1)=O